Cl(=O)(=O)(=O)O.C1(=CC=CC=C1)NC(NN)=O 4-phenylsemicarbazide perchlorate